3-aminopyrrolidine-4-carboxylic acid NC1CNCC1C(=O)O